C=1(C(=CC=CC1)S(=O)(=O)[O-])S(=O)(=O)[O-] benzenedisulphonate